N-(1H-Benzo[D]Imidazol-2-Yl)-5,7-Dimethylpyrazolo[1,5-A]Pyrimidine-3-Carboxamide N1C(=NC2=C1C=CC=C2)NC(=O)C=2C=NN1C2N=C(C=C1C)C